C[C@H]1OCCCN(C1)C=1C=C2C(=CC=NC2=CC1)C(=O)OC(C)(C)C tert-butyl (R)-6-(2-methyl-1,4-oxazepan-4-yl)quinoline-4-carboxylate